ethyl 3-(((tert-butoxycarbonyl)amino)methyl)-5-methyl-4,5-dihydroisoxazole-5-carboxylate C(C)(C)(C)OC(=O)NCC1=NOC(C1)(C(=O)OCC)C